C(CCCCCCCCCCCCCCCCCCCCCCCCCCCCC)(=O)OCCCCCCCCCCCC n-dodecyl triacontanoate